N(=[N+]=[N-])C1(C(COCC1)O)C1=C(C=C(C=C1)C(F)(F)F)F 4-azido-4-(2-fluoro-4-trifluoromethyl-phenyl)-tetrahydro-pyran-3-ol